C(C1=CC=CC=C1)OC1=CC=2N(C=C1)N=CC2[C@@H]2CC[C@H](CC2)CN2CC(C2)O 1-((trans-4-(5-(benzyloxy)pyrazolo[1,5-a]pyridin-3-yl)cyclohexyl)methyl)azetidine-3-ol